chloro-N2-(2-methoxy-4-(4-(4-methylpiperazin-1-yl)piperidin-1-yl)phenyl)-N4-(1-(methylsulfonyl)indol-7-yl)pyrimidine-2,4-diamine ClC=1C(=NC(=NC1)NC1=C(C=C(C=C1)N1CCC(CC1)N1CCN(CC1)C)OC)NC=1C=CC=C2C=CN(C12)S(=O)(=O)C